ClC1=NC=C2C=C(C(N(C2=C1)C)=O)C=1C=NC(=CC1C)C(CCCF)=O 7-chloro-3-[6-(4-fluorobutanoyl)-4-methylpyridin-3-yl]-1-methyl-1,6-naphthyridin-2-one